[N+](=O)([O-])C1=CC=C(C=C1)C1=NC2=C(N1)C=CC=C2C(=O)N 2-(4-Nitrophenyl)-1H-benzo[d]imidazole-4-carboxamide